(3S,4S)-1-(1H-benzo[d]imidazol-5-yl)-3-cyclopropyl-4-(5-(1-(trifluoromethyl)-1H-pyrazol-4-yl)pyridin-2-yl)azetidin-2-one N1C=NC2=C1C=CC(=C2)N2C([C@H]([C@H]2C2=NC=C(C=C2)C=2C=NN(C2)C(F)(F)F)C2CC2)=O